C1=CC=CC=2C3=CC=CC=C3C(C12)COC(=O)NCCOP(O)(O)=O (2-{[(9H-fluoren-9-ylmethoxy)carbonyl]amino}ethoxy)phosphonic acid